(4-((5-chloro-2-methyl-4-(4-(trifluoromethyl)piperidin-1-yl)phenyl)amino)benzyl)-5-oxopyrrolidine-3-carboxamide ClC=1C(=CC(=C(C1)NC1=CC=C(CN2CC(CC2=O)C(=O)N)C=C1)C)N1CCC(CC1)C(F)(F)F